CC1(CCC2=CC(=CC=C12)CCC=O)C 3-(1,1-dimethyl-5-indanyl)propanal